(1S)-5-(2-(2-bromoethoxy)ethoxy)decahydronaphthalen-1-ol BrCCOCCOC1C2CCC[C@@H](C2CCC1)O